3-cyclopropyl-7-[[4-(ethylamino)-1,1-dioxo-1,2,5-thiadiazol-3-yl]amino]-N-(2-methylpropyl)-8,9-dihydro-7H-cyclopenta[H]isoquinoline-5-sulfonamide C1(CC1)C=1N=CC=2C3=C(C=C(C2C1)S(=O)(=O)NCC(C)C)C(CC3)NC3=NS(N=C3NCC)(=O)=O